C(OC1=C(C(=C(C=C1)[N+](=O)[O-])C([C@@H](N)C(CCNC(=O)N)C([C@@H](N)C(C)C)=O)=O)CC1=CC=C(C=C1)N)([O-])=O 3-valylcitrullyl-(4-aminobenzyl)-(4-nitrophenyl) carbonate